(S)-2-(5-(4-methoxy-3-propoxyphenyl)pyridin-3-yl)-3-((R)-4-methyl-1,3,2-dioxaborolan-2-yl)propan-1-ol COC1=C(C=C(C=C1)C=1C=C(C=NC1)[C@@H](CO)CB1OC[C@H](O1)C)OCCC